C(C=C)C12N(C=3C=CC=CC3C1=O)CCC2 9a-allyl-1,2,3,9a-tetrahydro-9H-pyrrolo[1,2-a]indol-9-one